OC1=CC=C(C=C1)C(C(CC)NC)(O)O (4-Hydroxyphenyl)-2-methylamino-1,1-butanediol